(2R)-6-chloro-N-{3-[2-(4-chloro-3-fluorophenoxy)acetamido]bicyclo[1.1.1]pent-1-yl}-4-[(1-hydroxycyclopropyl)methyl]-3,4-dihydro-2H-1,4-benzoxazine-2-carboxamide ClC=1C=CC2=C(N(C[C@@H](O2)C(=O)NC23CC(C2)(C3)NC(COC3=CC(=C(C=C3)Cl)F)=O)CC3(CC3)O)C1